2-(cyanomethyl)-1-methylpyridine C(#N)CC1N(C=CC=C1)C